[N+](=O)(OCC(CO[N+](=O)[O-])(C)CC1CCN(CC1)S(=O)(=O)C1=CC(=C(C=C1)OCC)C1=NN2C(C(N1)=O)=C(N=C2CCC)C)[O-] 2-((1-((4-ethoxy-3-(5-methyl-4-oxo-7-propyl-3,4-dihydroimidazo[5,1-f][1,2,4]triazin-2-yl) phenyl) sulfonyl) piperidin-4-yl) methyl)-2-methylpropane-1,3-diyl dinitrate